N=1NC=C2C[C@H](CCC12)CC1CC12NCCC(C2)C(=O)N (((R)-4,5,6,7-tetrahydro-2H-indazol-5-yl)methyl)-4-azaspiro[2.5]octane-7-carboxamide